FC1=CC=C(C=C1)N1N=C(N=C1C)C(=O)O 1-(4-fluorophenyl)-5-methyl-1H-1,2,4-triazole-3-carboxylic acid